3-(4-trifluoromethylphenyl)-1,2,4-oxadiazole-5-carboxylic acid methyl ester COC(=O)C1=NC(=NO1)C1=CC=C(C=C1)C(F)(F)F